1-(2-((trans-4-((benzylcarbamoyl)(5-(1-methyl-1H-pyrazol-4-yl)pyridin-2-yl)amino)cyclohexyl)amino)-5-cyanopyrimidin-4-yl)piperidine-3-carboxamide C(C1=CC=CC=C1)NC(=O)N([C@@H]1CC[C@H](CC1)NC1=NC=C(C(=N1)N1CC(CCC1)C(=O)N)C#N)C1=NC=C(C=C1)C=1C=NN(C1)C